N-[3-(5-bromo-1H-pyrazolo[3,4-b]pyridine-3-carbonyl)-2,4-difluorophenyl]-1-phenylmethanesulfonamide BrC=1C=C2C(=NC1)NN=C2C(=O)C=2C(=C(C=CC2F)NS(=O)(=O)CC2=CC=CC=C2)F